CN1C(=NNC1=O)SC 4-Methyl-3-methylsulfanyl-1H-1,2,4-triazol-5-one